CC1(C)C[C@@H](C(C(C)=C1\C=C\C(\C)=C\C=C\C(\C)=C\C=C\C=C(/C)\C=C\C=C(/C)\C=C\C1=C(C)C[C@H](CC1(C)C)O)O)O (3S,3'R,4xi)-beta,beta-Carotene-3,3',4-triol